N1(N=CC=C1)C1CN(C1)CC1=C(C=C(CNC2=C3C(N(C(C3=CC=C2)=O)C2C(NC(CC2)=O)=O)=O)C=C1)C 4-(4-((3-(1H-pyrazol-1-yl)azetidin-1-yl)methyl)-3-methylbenzylamino)-2-(2,6-dioxopiperidin-3-yl)isoindoline-1,3-dione